(2-(4-amino-7-(1H-pyrazol-5-yl)thiazolo[4,5-c]quinolin-2-yl)ethyl)benzamide NC1=NC=2C=C(C=CC2C2=C1N=C(S2)CCC2=C(C(=O)N)C=CC=C2)C2=CC=NN2